ClC1=NC=C2C=C(N=C(C2=C1)N1CC(C1)C(F)(F)F)C1=C(C(=CC(=C1Cl)OC)OC)Cl 7-chloro-3-(2,6-dichloro-3,5-dimethoxyphenyl)-1-(3-(trifluoromethyl)azetidin-1-yl)-2,6-naphthyridine